5-benzyl-N-(5-ethyl-4-oxo-2,3,4,5-tetrahydrobenzo[b][1,4]oxazepin-3-yl)isoxazole-3-carboxamide C(C1=CC=CC=C1)C1=CC(=NO1)C(=O)NC1C(N(C2=C(OC1)C=CC=C2)CC)=O